3-({2-[(4-carbamimidoyl-phenylamino)-methyl]-1-methyl-1H-benzoimidazole-5-carbonyl}-pyridin-2-yl-amino)-propionic acid C(N)(=N)C1=CC=C(C=C1)NCC1=NC2=C(N1C)C=CC(=C2)C(=O)N(CCC(=O)O)C2=NC=CC=C2